COC(C1=C(C(=CC=C1)C(N)=O)OC)=O carbamoyl-2-methoxybenzoic acid methyl ester